FC1CN(C1)C=1N=CC(=C2C=CN=CC12)C(C)C 8-(3-fluoroazetidin-1-yl)-5-isopropyl-2,7-naphthyridin